methyl 5-(4-chloro-3-fluorophenyl)-7,7-dimethyl-4,5,6,7-tetrahydrothiazolo[5,4-c]pyridine-2-carboxylate ClC1=C(C=C(C=C1)N1CC2=C(C(C1)(C)C)N=C(S2)C(=O)OC)F